4-(3-bromo-2-fluorobenzyl)-2,5-dimethyl-N-[(Z)-piperidin-1-ylmethylidene]aniline BrC=1C(=C(CC2=CC(=C(\N=C/N3CCCCC3)C=C2C)C)C=CC1)F